N-((2-fluorophenyl)sulfonyl)-6-(propiolamidomethyl)benzofuran-2-carboxamide FC1=C(C=CC=C1)S(=O)(=O)NC(=O)C=1OC2=C(C1)C=CC(=C2)CNC(C#C)=O